((R)-3-(4-Fluorophenyl)pyrrolidin-1-yl)(4-((S)-2-hydroxy-3-(1H-tetrazol-1-yl)propoxy)phenyl)methanon FC1=CC=C(C=C1)[C@@H]1CN(CC1)C(=O)C1=CC=C(C=C1)OC[C@H](CN1N=NN=C1)O